O[C@@H]1C[C@H](N(C1)C(=O)OC(C)(C)C)C(N[C@@H](C)C1=CC=C(C=C1)C1=C(N=CS1)C)=O tert-butyl (2S,4R)-4-hydroxy-2-[[(1S)-1-[4-(4-methylthiazol-5-yl)-phenyl]ethyl]carbamoyl]pyrrolidine-1-carboxylate